3-(2-Oxoimidazolidin-1-yl)azetidine-1-carboxylic acid tert-butyl ester C(C)(C)(C)OC(=O)N1CC(C1)N1C(NCC1)=O